Cl.C12CN(CC2C1)C1=CC=C(C(=N1)C)CN1N=C(C(=C1)C(=O)O)C(C)(C)O 1-[(6-(3-Azabicyclo[3.1.0]hexan-3-yl)-2-methylpyridin-3-yl)methyl]-3-(2-hydroxypropan-2-yl)-1H-pyrazole-4-carboxylic acid hydrochloride